ethyl 4-(2-chloropyridin-3-yl)-5-(2,6-difluorophenyl)-5-oxopentanoate ClC1=NC=CC=C1C(CCC(=O)OCC)C(=O)C1=C(C=CC=C1F)F